methyl 4-acetyl-3-(trifluoromethyl)benzoate C(C)(=O)C1=C(C=C(C(=O)OC)C=C1)C(F)(F)F